[Cl-].C(CCC)[NH+]1CC(CCC1)CCC butyl-3-propylpiperidinium chloride